2-(2,4-difluorophenyl)piperidine FC1=C(C=CC(=C1)F)C1NCCCC1